12-acetyl-10-methyl-1,2,4,4a,5,6-hexahydro-8H-[1,4]oxazino[4',3':3,4]pyrimido[2,1-b]quinazolin-8-one C(C)(=O)C=1C=C(C=C2C(N3C(=NC12)N1C(CC3)COCC1)=O)C